5-cytosineformyl-(5-formylcytosine) N1C(=O)N=C(NC(=O)C2(C(=NC(N=C2)=O)N)C=O)C=C1